ClC1(CC1)[C@](CN1NC=NC1=S)(CC1=C(C=C(C=C1)Cl)Cl)O |r| (RS)-2-[2-(1-chlorocyclopropyl)-3-(2,4-dichlorophenyl)-2-hydroxypropyl]-1,2-dihydro-3H-1,2,4-triazole-3-thione